1-([1,1'-biphenyl]-4-ylmethyl)-5-hydroxy-N-methyl-2-oxo-2,3-dihydro-1H-benzo[b]azepine-4-carboxamide C1(=CC=C(C=C1)CN1C2=C(C(=C(CC1=O)C(=O)NC)O)C=CC=C2)C2=CC=CC=C2